C[C@@H]1CN(CCN1)C=1C=CC=2N(C(C=C(N2)C=2C=C(C=3N(C2)C=C(N3)C)C(F)(F)F)=O)C1 7-[(3R)-3-methylpiperazin-1-yl]-2-[2-methyl-8-(trifluoromethyl)imidazo[1,2-a]pyridin-6-yl]-4H-pyrido[1,2-a]pyrimidin-4-one